5-(3,8-diazabicyclo[3.2.1]octane-8-carbonyl)pyridin-2(1H)-one C12CNCC(CC1)N2C(=O)C=2C=CC(NC2)=O